isocyanato-ethoxy-silane N(=C=O)[SiH2]OCC